(1R,5S)-5-(1-cyclopropylpyrazol-4-yl)-3-[4-(2,4-difluorophenyl)-6,7-dimethyl-pteridin-2-yl]-6,8-dioxa-3-azabicyclo[3.2.1]octane C1(CC1)N1N=CC(=C1)[C@]12CN(C[C@H](CO1)O2)C2=NC1=NC(=C(N=C1C(=N2)C2=C(C=C(C=C2)F)F)C)C